C/C(=C\\C=C\\C=O)/C=C/C=O The molecule is a 1,8-dialdehyde compound having double bonds in the 2-, 4- and 6-positions and a methyl substituent at the 4-position. It is an enal, a dialdehyde and an apo carotenoid.